tert-butyl (3S)-4-(2-(3-chloro-5-cyano-4-fluorophenyl)-2-hydroxyethyl)-3-(hydroxymethyl)piperazine-1-carboxylate ClC=1C=C(C=C(C1F)C#N)C(CN1[C@@H](CN(CC1)C(=O)OC(C)(C)C)CO)O